4-{(tert-butoxycarbonyl)[(2S,4R)-2-methyl-1-propionyl-1,2,3,4-tetrahydroquinolin-4-yl]amino}benzoic acid C(C)(C)(C)OC(=O)N(C1=CC=C(C(=O)O)C=C1)[C@@H]1C[C@@H](N(C2=CC=CC=C12)C(CC)=O)C